FC1=C(C=CC(=N1)C(=O)NC)N1CCN(CC1)CC=1C=C2NC(C(=NC2=C(C1)C1=CC=CC=C1)C)=O 6-fluoro-N-methyl-5-(4-((2-methyl-3-oxo-8-phenyl-3,4-dihydroquinoxalin-6-yl)methyl)piperazin-1-yl)pyridinecarboxamide